N-(6-chloro-4-(propan-2-yl)-1,5-naphthyridin-3-yl)-N'-(2-cyano-5-methylpyridin-4-yl)urea ClC=1N=C2C(=C(C=NC2=CC1)NC(=O)NC1=CC(=NC=C1C)C#N)C(C)C